ClC1=NC=C(C(=N1)Cl)CSCC 2,4-dichloro-5-((ethylthio)methyl)pyrimidine